C(C1=CC=CC=C1)OC1=C(C=C2C[C@H](N(CC2=C1Br)CC1=CC=C(C=C1)C#N)C(=O)NS(=O)(=O)C1=CC(=C(C=C1)NC1CCCC1)[N+](=O)[O-])Br (S)-7-(benzyloxy)-6,8-dibromo-2-(4-cyanobenzyl)-N-((4-(cyclopentylamino)-3-nitrophenyl)sulfonyl)-1,2,3,4-tetrahydroisoquinoline-3-carboxamide